3-(4-benzyloxy-2-nitro-phenyl)-5-fluoro-pyridine C(C1=CC=CC=C1)OC1=CC(=C(C=C1)C=1C=NC=C(C1)F)[N+](=O)[O-]